C(=O)(C=C)CCCCCC(=O)OCC ethyl (6-acryl)hexanoate